N'-hydroxypyridinecarboximidamide ON=C(N)C1=NC=CC=C1